aminophenyltrimethoxysilane triethoxysilylpropyl-ethylcarbamate C(C)O[Si](OCC)(OCC)CCCN(C(O)=O)CC.NCO[Si](OC)(OC)C1=CC=CC=C1